N'-(6,7-dihydroquinolin-8(5H)-ylidene)nicotinic acid hydrazide N1=CC=CC=2CCCC(C12)=NNC(C1=CN=CC=C1)=O